C(C=C)[N+](C)(C)C1CC1 N-allyl-N,N-dimethylcyclopropylammonium